ClC1=C(COC=2C=C3CCC(C3=CC2)N2CC(C2)C(=O)O)C=CC(=C1)C 1-(5-((2-chloro-4-methylbenzyl)oxy)-2,3-dihydro-1H-inden-1-yl)-azetidine-3-carboxylic acid